C(C)(C)(C)OC(=O)N1C=C(C=2C1=CN=C(C2C)C2CCN(CC2)C(=O)OC(C)(C)C)C(C)C 5-(1-(tert-Butoxycarbonyl)piperidin-4-yl)-3-isopropyl-4-methyl-1H-pyrrolo[2,3-c]pyridine-1-carboxylic acid tert-butyl ester